BrC=1C(=NC=NC1C1CC1)Cl 5-bromo-4-chloro-6-cyclopropylpyrimidine